[6-Methoxy-5-(4-methylpiperazine-1-carbonyl)-1,3-benzothiazol-2-yl]methanamine COC1=CC2=C(N=C(S2)CN)C=C1C(=O)N1CCN(CC1)C